tert-butyl (S)-(1-(3-cyclohexyl-4-oxo-3,4-dihydrophthalazin-1-yl)azepan-3-yl)carbamate C1(CCCCC1)N1N=C(C2=CC=CC=C2C1=O)N1C[C@H](CCCC1)NC(OC(C)(C)C)=O